tert-butyl (Z)-(5-(1-(hydroxyimino)-3-methoxypropyl)pyridin-3-yl)carbamate O\N=C(\CCOC)/C=1C=C(C=NC1)NC(OC(C)(C)C)=O